CN(CCCNC(C(OC(OC(OC(OC(F)(F)F)(F)F)(F)F)(F)F)(F)F)=O)C N-(3-(dimethylamino)propyl)-1,1,1,3,3,5,5,7,7,9,9-undecafluoro-2,4,6,8-tetraoxadecan-10-amide